ClC=1C=C(CNC2=NC(=NC3=CC=C(C=C23)C=2C(=NOC2C)C)N2CCC(CC2)C(C)O)C=CC1 (1-(4-((3-chlorobenzyl)amino)-6-(3,5-dimethylisoxazol-4-yl)quinazolin-2-Yl)piperidin-4-yl)ethanol